BrC=1C=C2CCC3=C(N=NN3[C@H](C(=O)OC)C(C)C)C2=CC1 methyl (S)-2-(7-bromo-4,5-dihydro-3H-naphtho[1,2-d][1,2,3]triazol-3-yl)-3-methylbutanoate